alpha-methyl-styreneacrylonitrile t-butyl-methacrylate C(C)(C)(C)OC(C(=C)C)=O.CC(C#N)=CC=CC1=CC=CC=C1